NC1=NC=CC(=C1Cl)OC1=C(C=C(C=C1)NC(=O)C=1C(N(N(C1C)C)C1=CC=CC=C1)=O)F N-(4-((2-amino-3-chloropyridin-4-yl)oxy)-3-fluorophenyl)-1,5-dimethyl-3-oxo-2-phenyl-2,3-dihydro-1H-pyrazole-4-carboxamide